BrC=1C=CC(=C(C1)C(O)C=1SC(=CC1)C)Cl (5-bromo-2-chlorophenyl)(5-methylthiophen-2-yl)methanol